FC1=C(C=CC(=C1)F)C=1N=C2N(N=C(C=C2)C)C1C(=O)N[C@@H]1C(NC2=C(C(=N1)C1=CC=CC=C1)C=CC=C2)=O 2-(2,4-Difluorophenyl)-6-methyl-N-[(3S)-2-oxo-5-phenyl-1,3-dihydro-1,4-benzodiazepin-3-yl]imidazo[1,2-b]pyridazine-3-carboxamide